3-(4-fluoro-5-(((2R,3S)-3-((4-fluoro-4-methylcyclohexyl)amino)tetrahydro-2H-pyran-2-yl)methyl)-1-oxoisoindolin-2-yl)piperidine-2,6-dione FC1=C2CN(C(C2=CC=C1C[C@H]1OCCC[C@@H]1NC1CCC(CC1)(C)F)=O)C1C(NC(CC1)=O)=O